ClC=1C=CC(=C2CN(C(C12)=O)C)CC1CC2(CN(C2)CCCC=2C=NN(C(C2Cl)=O)C2OCCCC2)C1 7-chloro-4-[[2-[3-(5-chloro-6-oxo-1-tetrahydropyran-2-yl-pyridazin-4-yl)propyl]-2-azaspiro[3.3]heptan-6-yl]methyl]-2-methyl-isoindolin-1-one